NC(C(=O)NC1=CC(=C(C=C1)C#N)C(F)(F)F)(C)C 2-amino-N-[4-cyano-3-(trifluoromethyl)phenyl]-2-methylpropanamide